BrC=1C=C2C(CCC(C2=CC1Br)(C)C)(C)C 6,7-dibromo-1,2,3,4-tetrahydro-1,1,4,4-tetramethylNaphthalene